C1(=CC=CC=C1)N1N=C(N=C1NC)NC1=CC=C(C=C1)C(=O)OCC 1-phenyl-N3-(4-(ethoxycarbonyl)phenyl)-N5-methyl-1H-1,2,4-triazole-3,5-diamine